CN1C(OC(C1)C1=CC=C(C=C1)[N+](=O)[O-])=O 3-methyl-5-(4-nitrophenyl)oxazolidin-2-one